ClC=1C=C(OCCCN2C[C@@H](CC2)O)C=CC1C=1N(C2=NC=NC(=C2N1)OC1(CC1)C)CC1=NC=CC(=C1)Cl (R)-1-(3-(3-chloro-4-(9-((4-chloropyridin-2-yl)methyl)-6-(1-methylcyclopropoxy)-9H-purin-8-yl)phenoxy)propyl)pyrrolidin-3-ol